C(=O)(OC(C)(C)C)CC(=O)N (Boc)acetamide